COC(CCC(C)(C)C)=O 4,4-dimethylpentanoic acid methyl ester